CCCCCCCCCCCCC(=O)O[C@H](COC(=O)CCCCC/C=C\C/C=C\C/C=C\C/C=C\CCCCC)COP(=O)([O-])OCC[N+](C)(C)C 1-(7Z,10Z,13Z,16Z-docosatetraenoyl)-2-tridecanoyl-glycero-3-phosphocholine